BrCC=1N(C=CC1C(=O)OCC)S(=O)(=O)C1=CC=C(C)C=C1 ethyl 2-(bromomethyl)-1-tosyl-1H-pyrrole-3-carboxylate